(2s)-Carbon dioxide C(=O)=O